1-[2-[2-[2-[2-[2-[2-(2-hydroxyethoxy)ethoxy]ethoxy]ethoxy]ethoxy]ethoxy]ethyl]-7-methylsulfonyl-4H-pyrimido[4,5-d][1,3]oxazin-2-one OCCOCCOCCOCCOCCOCCOCCN1C(OCC2=C1N=C(N=C2)S(=O)(=O)C)=O